6-(chloromethyl)-5-methyl-[1,2,5]oxadiazolo[3,4-b]pyridin-7-amine ClCC1=C(C=2C(N=C1C)=NON2)N